dicyclohexyl-ascorbate C1(CCCCC1)C([C@@H]([C@@H]1C(=C(C(=O)O1)O)[O-])O)(O)C1CCCCC1